4-((3,4-dimethoxyphenyl)(4-fluorophenyl)methylene)piperidine trifluoroacetate salt FC(C(=O)O)(F)F.COC=1C=C(C=CC1OC)C(=C1CCNCC1)C1=CC=C(C=C1)F